CN(C)CC#CC(=O)O (dimethylamino)but-2-ynoic acid